5-formyl-cytosine sodium 10-(1,3-dioxo-2,3-dihydro-1H-isoindol-2-yl)decane-1-sulfonate O=C1N(C(C2=CC=CC=C12)=O)CCCCCCCCCCS(=O)(=O)[O-].[Na+].C(=O)C=1C(=NC(NC1)=O)N